ClC=1C=C(C=CC1F)NC(N([C@@H](C)C1=CNC(C2=CC=CC=C12)=O)CC(C)C)=O (S)-3-(3-chloro-4-fluorophenyl)-1-isobutyl-1-(1-(1-oxo-1,2-dihydro-isoquinolin-4-yl)ethyl)urea